C(C)(=O)OC(C=1N=CN(C1)COCC[Si](C)(C)C)C1=CC(=NC=C1)OC (2-methoxypyridin-4-yl)(1-((2-(trimethylsilyl)ethoxy)methyl)imidazol-4-yl)methyl acetate